OC1=CC=C(C=C1)C1(CCCCC1)C1=CC=C(C=C1)O 1,1-Bis(4-hydroxyphenyl)cyclohexane